5-(6-(4-cyclopropyl-4H-1,2,4-triazol-3-yl)pyridin-2-yl)-2-(tetrahydro-2H-pyran-4-yl)-4,5-dihydro-6H-thieno[2,3-c]pyrrol-6-one C1(CC1)N1C(=NN=C1)C1=CC=CC(=N1)N1C(C2=C(C1)C=C(S2)C2CCOCC2)=O